N7-(6,7-dihydro-5H-cyclopenta[c]pyridin-6-yl)-2-methyl-pyrazolo[1,5-a]pyrimidine-3,7-dicarboxamide C1=NC=CC2=C1CC(C2)NC(=O)C2=CC=NC=1N2N=C(C1C(=O)N)C